1-(bis(3-fluorophenyl)methyl)piperazine FC=1C=C(C=CC1)C(N1CCNCC1)C1=CC(=CC=C1)F